3-(4-hydroxy-4-methylpentyl)cyclohex-3-ene-1-carbaldehyde OC(CCCC=1CC(CCC1)C=O)(C)C